2-[(4-{3-[(4-cyanophenyl)methoxy]-1H-pyrazol-1-yl}piperidin-1-yl)methyl]-1-[(1-ethyl-1H-imidazol-5-yl)methyl]-1H-benzimidazole-6-carboxylic acid, ammonium salt [NH4+].C(#N)C1=CC=C(C=C1)COC1=NN(C=C1)C1CCN(CC1)CC1=NC2=C(N1CC1=CN=CN1CC)C=C(C=C2)C(=O)[O-]